C[AsH2].[Na] monosodium methylarsine